6-(4-(4-(2,3-dichlorophenyl)piperazin-1-yl)butoxy)indolin-2-one ClC1=C(C=CC=C1Cl)N1CCN(CC1)CCCCOC1=CC=C2CC(NC2=C1)=O